COCOC1=C(C=CC=C1)C=1C=C2N3CCN(C[C@@H]3CNC2=NN1)CC1CCN(CC1)C(=O)OC(C)(C)C tert-butyl 4-[[(10S)-4-[2-(methoxymethoxy)phenyl]-1,5,6,8,12-pentazatricyclo[8.4.0.02,7]tetradeca-2,4,6-trien-12-yl]methyl]piperidine-1-carboxylate